perfluoropropylenoxid FC1(C(C(F)(F)F)(F)O1)F